1-bromo-2,3-difluoro-4-nitrobenzene BrC1=C(C(=C(C=C1)[N+](=O)[O-])F)F